O1C(OCCC1)C1OCCO1 1,3-dioxanyl-(dioxolan)